FC(C1=NN=C(O1)C1=CC(=C(CN(C(=O)N2CCS(CC2)(=N)=O)C2=CC(=CC=C2)C=2OC=CC2)C=C1)F)F N-(4-(5-(difluoromethyl)-1,3,4-oxadiazol-2-yl)-2-fluorobenzyl)-N-(3-(furan-2-yl)phenyl)-1-iminothiomorpholin-4-carboxamide 1-oxide